S(=O)(=O)([O-])F.[Ag+] silver(I) fluorosulphate